CC1(OC(OCC1)C1=CC=CC=C1)C 4,4-dimethyl-2-phenyl-1,3-dioxane